BrC1=CC=C(CSC=2N(C=C(N2)C2=CC=CC=C2)C2=CC(=CC=C2)F)C=C1 2-((4-bromobenzyl)thio)-1-(3-fluorophenyl)-4-phenyl-1H-imidazole